2-(4,4-difluoroazepan-1-yl)-5-ethynyl-6-methylnicotinate FC1(CCN(CCC1)C1=C(C(=O)[O-])C=C(C(=N1)C)C#C)F